{4-[4-(piperazin-1-ylmethyl)piperidin-1-yl]phenyl}piperidine-2,6-dione N1(CCNCC1)CC1CCN(CC1)C1=CC=C(C=C1)N1C(CCCC1=O)=O